N-(2-methoxyethyl)-2-(propan-2-yl)-4-[2-{[1-(propan-2-yl)-1H-pyrazolo[4,3-c]pyridin-6-yl]amino}-6-(pyrrolidin-1-yl)pyrimidin-4-yl]piperazine-1-carboxamide COCCNC(=O)N1C(CN(CC1)C1=NC(=NC(=C1)N1CCCC1)NC1=CC2=C(C=N1)C=NN2C(C)C)C(C)C